1,3-Dioxolan-2-on O1C(OCC1)=O